1-(2-(2,6-dioxopiperidin-3-yl)-4-fluoro-1-oxoisoindolin-5-yl)piperidine-4-carbaldehyde O=C1NC(CCC1N1C(C2=CC=C(C(=C2C1)F)N1CCC(CC1)C=O)=O)=O